5-(5-(5-chloropyridin-3-yl)-1,2,4-oxadiazol-3-yl)-1-((5-fluoropyridin-3-yl)methyl)pyridin-2(1H)-one ClC=1C=C(C=NC1)C1=NC(=NO1)C=1C=CC(N(C1)CC=1C=NC=C(C1)F)=O